C(C)(C)(C)C1=NC(=CC=C1)C(C)(C)C 2,6-ditert-butylpyridine